NC=1N=CC2=C(C(=C(C=C2C1)C=1C(=C(C=NC1)OC(NC)=O)C)F)Cl [5-(3-amino-8-chloro-7-fluoro-6-isoquinolyl)-4-methyl-3-pyridyl]-N-methyl-carbamate